N-[2-(1-methylpyrrolidin-2-yl)imidazo[1,2-a]pyridin-6-yl]-3-(1H-pyrazol-1-yl)benzamide CN1C(CCC1)C=1N=C2N(C=C(C=C2)NC(C2=CC(=CC=C2)N2N=CC=C2)=O)C1